1,4-bis(1-(4-methoxybutoxy)prop-1-en-2-yl)benzene COCCCCOC=C(C)C1=CC=C(C=C1)C(=COCCCCOC)C